2,2-dimethyl-8-oxo-2,3,4,8-tetrahydropyrano[3,2-g]chromene CC1(OC2=CC3=C(C=C2CC1)C=CC(O3)=O)C